C1(CCC1)N1C(=NC2=C(C=C(C=C2C1=O)C)C(C)NC1=C(C(=O)OC)C=CC=C1)N1CCOCC1 methyl 2-[1-(3-cyclobutyl-6-methyl-2-morpholino-4-oxo-quinazolin-8-yl)ethylamino]benzoate